(S)-5-chloro-4-(2,3-difluorophenyl)-N-(8-fluoro-5-methyl-4-oxo-2,3,4,5-tetrahydropyrido[3,2-b]-[1,4]oxazepin-3-yl)pyrimidine-2-carboxamide ClC=1C(=NC(=NC1)C(=O)N[C@@H]1C(N(C2=C(OC1)C=C(C=N2)F)C)=O)C2=C(C(=CC=C2)F)F